3-chloro-3-(3,5-difluorophenyl)acrylonitrile ClC(=CC#N)C1=CC(=CC(=C1)F)F